3-phenylcarbazol C1(=CC=CC=C1)C=1C=CC=2NC3=CC=CC=C3C2C1